heptadecafluorodecyl-silane FC(C(C(C(C(C(C(F)(F)[SiH3])(F)F)(F)F)(F)F)(F)F)(F)F)(CCC(F)(F)F)F